NC=1C(N(C=CN1)CC1=CC=C2[C@](NC(NC2=C1)=O)(C(F)(F)F)C#CC1CC1)=O (S)-7-((3-amino-2-oxopyrazin-1(2H)-yl)methyl)-4-(cyclopropylethynyl)-4-(trifluoromethyl)-3,4-dihydroquinazolin-2(1H)-one